FC(C=1C=CC(=C(C1)[C@@H](CCN(C(C(=O)OCC)C1=C(C(=CC=C1)C)C1CCC(CC1)OC(F)(F)F)C)CCN1CCCCC1)F)F ethyl 2-(((R)-3-(5-(difluoromethyl)-2-fluorophenyl)-5-(piperidin-1-yl)pentyl)(methyl)amino)-2-(3-methyl-2-((1r,4R)-4-(trifluoromethoxy)cyclohexyl)phenyl)acetate